C[C@@]1(N(S(OC1)(=O)=O)C(=O)OC(C)(C)C)C1=CC=CC=C1 (R)-tert-butyl 4-methyl-4-phenyl-1,2,3-oxathiazolidine-3-carboxylate 2,2-dioxide